5-(((1R,2S)-2-(Diethylamino)cyclopentyl)(methyl)amino)-2-(2,6-dioxopiperidin-3-yl)isoindolin-1,3-dion C(C)N([C@@H]1[C@@H](CCC1)N(C=1C=C2C(N(C(C2=CC1)=O)C1C(NC(CC1)=O)=O)=O)C)CC